C(N)(=O)CNCCCC[C@H](N)C(=O)O N6-carbamoylmethyllysine